7-iodo-6-methyl-[1,2,4]triazolo[4,3-a]pyridin-3-ol IC1=CC=2N(C=C1C)C(=NN2)O